N-{Amino[(1-methyl-1H-pyrazol-4-yl)(1-methylpiperidin-3-yl)amino]oxo-lambda6-sulfanylidene}-2-[2,5-bis(propan-2-yl)thiophen-3-yl]acetamide NS(=NC(CC1=C(SC(=C1)C(C)C)C(C)C)=O)(=O)N(C1CN(CCC1)C)C=1C=NN(C1)C